C(=O)O.C[C@H]1OCC1 |r| methyl-racemic-oxetane formate